C(C1=CC=CC=C1)N1N=C2N=C(N(C(C2=C1C1=C(C(=CC=C1)Cl)Cl)=O)C)N1CCC2(CCC[C@H]2NC(OC(C)(C)C)=O)CC1 tert-butyl ((1R)-8-(2-benzyl-3-(2,3-dichlorophenyl)-5-methyl-4-oxo-4,5-dihydro-2H-pyrazolo[3,4-d]pyrimidin-6-yl)-8-azaspiro[4.5]decan-1-yl)carbamate